ClC=1C=C(C=CC1)NC(=O)C1=NC=C(C=C1)OCC N-(3-chlorophenyl)-5-ethoxypyridineamide